N-(6-amino-5-methyl-3-pyridyl)-2-[(2R,5S)-5-methyl-2-[3-(trifluoromethyl)phenyl]-1-piperidyl]-2-oxo-acetamide NC1=C(C=C(C=N1)NC(C(=O)N1[C@H](CC[C@@H](C1)C)C1=CC(=CC=C1)C(F)(F)F)=O)C